COC(=O)C1(CCCC1)C=O 1-FORMYL-CYCLOPENTANECARBOXYLIC ACID METHYL ESTER